N-[4-[(6,7-Dimethoxy-1,5-naphthyridin-4-yl)oxy]-3-fluorophenyl]-4,6-dimethyl-2-oxo-1-prop-1-en-2-ylpyridine-3-carboxamide COC=1N=C2C(=CC=NC2=CC1OC)OC1=C(C=C(C=C1)NC(=O)C=1C(N(C(=CC1C)C)C(=C)C)=O)F